N-(4-((3H-imidazo[4,5-b]pyridin-7-yl)oxy)-3-fluorophenyl)-5-(4-fluorophenyl)-6-oxo-2,3,5,6-tetrahydrofuro[3,2-c]pyridine-7-carboxamide N1=CNC2=NC=CC(=C21)OC2=C(C=C(C=C2)NC(=O)C2=C1C(=CN(C2=O)C2=CC=C(C=C2)F)CCO1)F